COC(=O)C1=C(C=NN1Br)[N+](=O)[O-] bromo-4-nitro-1H-pyrazole-5-carboxylic acid methyl ester